[Si](C)(C)(C(C)(C)C)OC[C@@H](COCCCCCCCCCCCCCC)OCC1=C(C=C(C#N)C=C1)F (R)-4-(((1-((tert-butyldimethylsilyl)oxy)-3-(tetradecyloxy)propan-2-yl)oxy)methyl)-3-fluorobenzonitrile